1-bromo-4-(1-bromo-2,2,2-trifluoroethyl)benzene BrC1=CC=C(C=C1)C(C(F)(F)F)Br